C(C)[C@H]1CN(CCO1)[C@H]1C[C@H](CC1)C1=NC(=NN1C(C)C)C=1C=NC(=C(C1)F)C(F)(F)F (S)-2-ethyl-4-((1R,3S)-3-(3-(5-fluoro-6-(trifluoromethyl)pyridin-3-yl)-1-isopropyl-1H-1,2,4-triazol-5-yl)cyclopentyl)morpholine